CCCCCCC12C(O1)O2 diepoxyoctane